FC1=C(C=CC=C1)COC1=NC=CC=C1I 2-[(2-fluorophenyl)methoxy]-3-iodo-pyridine